[N+](=O)([O-])C1=C(C=CC=C1)S(=O)C=1NC2=CC=CC=C2C1C 2-(2-nitrophenylsulfinyl)-3-methylindole